(3R)-1-octen-3-ol C=C[C@@H](CCCCC)O